C(C)(C)(C)C=1C=C(CN2C(N(C(N(C2=O)CC2=CC(=C(C(=C2)C(C)(C)C)O)C(C)(C)C)=O)CC2=CC(=C(C(=C2)C(C)(C)C)O)C(C)(C)C)=O)C=C(C1O)C(C)(C)C 1,3,5-tris-(3,5-di-t-butyl-4-hydroxybenzyl)-s-triazine-2,4,6(1H,3H,5H)-trione